BrCCN(C1=C(C=C(C=C1)[N+](=O)[O-])S(=O)(=O)N1CCOCC1)CCBr N,N-bis(2-bromoethyl)-2-(morpholinosulfonyl)-4-nitroaniline